(3aR,6aR)-2-((4,6-dimethyl-2-(trifluoromethyl)pyrimidin-5-yl)sulfonyl)-5-(tetrahydro-2H-pyran-4-yl)octahydropyrrolo[3,4-c]pyrrole CC1=NC(=NC(=C1S(=O)(=O)N1C[C@H]2CN(C[C@@H]2C1)C1CCOCC1)C)C(F)(F)F